3-(1H-benzo[d]imidazol-1-yl)-N-(1-oxo-1-(pyrrolidin-1-yl)propan-2-yl)propanamide N1(C=NC2=C1C=CC=C2)CCC(=O)NC(C(N2CCCC2)=O)C